OC(C(=O)O)CCCCCC 2-Hydroxycaprylic acid